OC[C@@H]1N(C[C@@H]([C@H]([C@@H]1O)O)O)C[C@H]1CN(CCC1)C=1C=NC=CC1C(F)(F)F (2S,3R,4R,5S)-2-(hydroxymethyl)-1-(((S)-1-(4-(trifluoromethyl)pyridin-3-yl)piperidin-3-yl)methyl)piperidine-3,4,5-triol